ClC=1C=CC(=C(CO[C@@H]2C[C@H](C2)C(=O)NCC2=C(C(=C(C=C2)C(F)(F)F)C=2NC(C(=C(N2)C)F)=O)F)C1)F trans-3-[(5-chloro-2-fluorobenzyl)oxy]-N-[2-fluoro-3-(5-fluoro-4-methyl-6-oxo-1,6-dihydropyrimidin-2-yl)-4-(trifluoromethyl)benzyl]cyclobutane-1-carboxamide